2-(1-naphthyl)-quinazoline C1(=CC=CC2=CC=CC=C12)C1=NC2=CC=CC=C2C=N1